C(C)OC(C(C1=NC=C(C=C1)C(C)C)(F)F)=O 2,2-difluoro-2-(5-isopropylpyridin-2-yl)acetic acid ethyl ester